1-(2-(3-aminopropoxy)-2-methylpropyl)-7-benzyl-2-(pentan-2-yl)-1H-imidazo[4,5-c]quinolin-4-amine NCCCOC(CN1C(=NC=2C(=NC=3C=C(C=CC3C21)CC2=CC=CC=C2)N)C(C)CCC)(C)C